1,6-hexanediol monoacrylate monomethacrylate C(C(=C)C)(=O)OCCCCCCOC(C=C)=O